IC1=CC=C(C=C1)N1CCN(CC1)CC[C@H]1OC(C2(C1)CCN(CC2)S(=O)(=O)C)=O (S)-3-(2-(4-(4-iodophenyl)piperazin-1-yl)ethyl)-8-(methylsulfonyl)-2-oxa-8-azaspiro[4.5]decan-1-one